[In].[Sn].[Bi].[Ga] gallium bismuth-tin-indium